(±)-{4-[6-Amino-5-(p-chlorophenyl)-4-pyrimidinyl]-1H-pyrazol-1-yl}phenylacetamide NC1=C(C(=NC=N1)C=1C=NN(C1)[C@@H](C(=O)N)C1=CC=CC=C1)C1=CC=C(C=C1)Cl |r|